tert-butyl (3-(3-bromo-1H-pyrrol-1-yl)bicyclo[1.1.1]pentan-1-yl)carbamate BrC1=CN(C=C1)C12CC(C1)(C2)NC(OC(C)(C)C)=O